1,5-Dimethyl-1,5-diazacyclooctan CN1CCCN(CCC1)C